NCC(=O)O.C(C1=CC=CC=C1)OC=1C(=NC=C(C1C)C=1C=NN(C1)C1CCOCC1)C(=O)OCC ethyl (3-(benzyloxy)-4-methyl-5-(1-(tetrahydro-2H-pyran-4-yl)-1H-pyrazol-4-yl) picolinate) glycinate